C(C)(=O)C1=CC=C(OC2=CC=C(C=C2)[C@H]2SCC[C@H](NC2=O)CN)C=C1 (2R,5S)-2-[4-(4-acetylphenoxy)phenyl]-5-(aminomethyl)-1,4-thiazepan-3-one